N1N=C(C=C1)N PYRAZOL-3-YLAMINE